ClC1=C(C(=C(C=C1OC)OC)Cl)C=1C(N(C2=CC(=NC=C2C1)C=1C=NN(C1)CCN1CCOCC1)C1COCC1)=O 3-(2,6-dichloro-3,5-dimethoxyphenyl)-7-(1-(2-morpholinoethyl)-1H-pyrazol-4-yl)-1-(tetrahydrofuran-3-yl)-1,6-naphthyridin-2(1H)-one